(1-METHYLPYRROLIDIN-2-YL)ACETIC ACID CN1C(CCC1)CC(=O)O